C1NCCCC12CCN(CC2)C2CCN(CC2)C2CCN(CC2)C2=NC=CC(=N2)COC2=CC=C(C=C2)C(C)(C)C=2C=C(C#N)C=C(C2)Cl 3-(2-(4-((2-(4-(2,9-diazaspiro[5.5]undecan-9-yl)-[1,4'-bipiperidin]-1'-yl)pyrimidin-4-yl)methoxy)phenyl)propan-2-yl)-5-chlorobenzonitrile